O=C1NC(CCC1N1C(N(C2=C1C=CC(=C2[C@H]2C(CN(CC2)C(=O)OCCCC)(F)F)F)C)=O)=O butyl (4S)-4-[1-(2,6-dioxo-3-piperidyl)-5-fluoro-3-methyl-2-oxo-benzimidazol-4-yl]-3,3-difluoro-piperidine-1-carboxylate